C(=O)(O)CC1=CC=CC2=C1CCCCC#C2 carboxymethylmonobenzo-cyclooctyne